4-(5-(benzyloxy)-6-(1,3-dioxolan-2-yl)pyridin-2-yl)butan-1-ol C(C1=CC=CC=C1)OC=1C=CC(=NC1C1OCCO1)CCCCO